4-amino-3-[6-(2-hydroxyphenyl)pyridine-3-ylazo]naphthalene NC1=C(C=CC2=CC=CC=C12)N=NC=1C=NC(=CC1)C1=C(C=CC=C1)O